O=[13CH][C@H](O)[C@@H](O)[C@H](O)[C@H](O)CO D-glucose-13C